CN(C(C(C)C1CCOCC1)=O)C1=CC2=C(NC(=N2)C2=NNC=3C[C@@]4([C@H](CC23)C4)C)C=C1 N-methyl-N-(2-((4aS,5aR)-5a-methyl-1,4,4a,5,5a,6-hexahydrocyclopropa[f]indazol-3-yl)-1H-benzo[d]imidazol-5-yl)-2-(tetrahydro-2H-pyran-4-yl)propanamide